6-(2-benzyloxyphenyl)-4-[8-(5-bromopyrimidin-2-yl)-3,8-diazabicyclo[3.2.1]octan-3-yl]pyridazin-3-amine C(C1=CC=CC=C1)OC1=C(C=CC=C1)C1=CC(=C(N=N1)N)N1CC2CCC(C1)N2C2=NC=C(C=N2)Br